7,10-dimethyl-2,3,4,5-tetrahydro-[1,4]oxazepino[7,6-b]quinoline CC1=C2C=C3C(=NC2=C(C=C1)C)OCCNC3